(2S)-N-{(2S)-4-[2-(4-chloro-3-fluorophenoxy)acetamido]-2-hydroxybicyclo[2.2.2]octan-1-yl}-2,3-dihydro-1,4-benzodioxine-2-carboxamide ClC1=C(C=C(OCC(=O)NC23C[C@@H](C(CC2)(CC3)NC(=O)[C@@H]3COC2=C(O3)C=CC=C2)O)C=C1)F